(4R,5S)-5-Amino-4-(3-chloro-4-fluorophenyl)-5-(4-chlorophenyl)pentanoic Acid Hydrochloride Cl.N[C@@H]([C@H](CCC(=O)O)C1=CC(=C(C=C1)F)Cl)C1=CC=C(C=C1)Cl